CC1(CC(C1)NC1=NN2C(C=N1)=C(C=C2)C2=CC=1C(=NC=CN1)N=C2)C N-(3,3-dimethylcyclobutyl)-5-(pyrido[2,3-b]pyrazin-7-yl)pyrrolo[2,1-f][1,2,4]triazin-2-amine